3-Hydroxy-dodecanoic acid 2,3,4,5-tetrahydroxy-6-phosphonooxy-hexyl ester OC(COC(CC(CCCCCCCCC)O)=O)C(C(C(COP(=O)(O)O)O)O)O